2-(2-methyl-1,3-benzothiazol-6-yl)-7-[1-(propan-2-yl)-1,2,3,6-tetrahydropyridin-4-yl]-4H-pyrido[1,2-a]pyrimidin-4-one CC=1SC2=C(N1)C=CC(=C2)C=2N=C1N(C(C2)=O)C=C(C=C1)C=1CCN(CC1)C(C)C